2-hydroxy-N,N,N-trimethyl-benzenemethanaminium OC1=C(C=CC=C1)C[N+](C)(C)C